6-(3-ethoxy-3-oxopropyl)-5,6,7,8-tetrahydro-1,6-naphthyridine-2-carboxylic acid hydrochloride Cl.C(C)OC(CCN1CC=2C=CC(=NC2CC1)C(=O)O)=O